N4-methyldeoxycytidine CNC1=NC(N([C@H]2C[C@H](O)[C@@H](CO)O2)C=C1)=O